1-[4-[3-(4-chlorophenyl)-4-pyrimidin-4-yl-1H-pyrazol-5-yl]piperidin-1-yl]-2-hydroxyethanone ClC1=CC=C(C=C1)C1=NNC(=C1C1=NC=NC=C1)C1CCN(CC1)C(CO)=O